(R)-N-((5-fluoro-6-(trifluoromethyl)pyridin-2-yl)(4-(trifluoromethoxy)phenyl)methyl)-2-methylpropane-2-sulfinamide FC=1C=CC(=NC1C(F)(F)F)C(N[S@](=O)C(C)(C)C)C1=CC=C(C=C1)OC(F)(F)F